3-amino-6-chloro-4-(2-oxo-1H-pyridin-4-yl)-1H-quinolin-2-one NC=1C(NC2=CC=C(C=C2C1C1=CC(NC=C1)=O)Cl)=O